C(#N)C=1C=C2C(=CC=NC2=CC1)NCCC=1C=C2C=CC(=CC2=CC1)C(=O)N1CCN(CC1)C(CCCCCCCCCNC(OC(C)(C)C)=O)=O tert-butyl N-[10-[4-[6-[2-[(6-cyano-4-quinolyl)amino]ethyl]naphthalene-2-carbonyl]piperazin-1-yl]-10-oxo-decyl]carbamate